FC1(CCC(CC1)N1CCC(CC1)N1N=CC(=C1)N)F 1-[1-(4,4-difluorocyclohexyl)piperidin-4-yl]-1H-pyrazol-4-amine